3-(5-(1,3,4-oxadiazol-2-yl)pyridin-3-yl)-5-hydroxyphenyl benzylcarbamate C(C1=CC=CC=C1)NC(OC1=CC(=CC(=C1)O)C=1C=NC=C(C1)C=1OC=NN1)=O